C(C)=O r-acetaldehyde